2-(4,6-di-tert-butylphenyl)isoindoline-1-imine C(C)(C)(C)C1=CC=C(C(=C1)C(C)(C)C)N1C(C2=CC=CC=C2C1)=N